BrC=1C=C(C=CC1)C#CC=1C=NC=NC1 5-[2-(3-Bromophenyl)ethynyl]pyrimidine